C[C@]12CC(C[C@](CC1)(N2)C)N(C2=CC=C(N=N2)C2=C(C=C(C=C2F)C2=CN=NC(=C2)OC([2H])([2H])[2H])O)C 2-(6-(((1R,3s,5S)-1,5-dimethyl-8-azabicyclo[3.2.1]octan-3-yl)(methyl)amino)pyridazin-3-yl)-3-fluoro-5-(6-(methoxy-d3)pyridazin-4-yl)phenol